NC=1C(N(C(=CC1I)C(F)(F)F)C1=CC=CC2=CC=CC=C12)=O 3-amino-4-iodo-1-(naphthalen-1-yl)-6-(trifluoromethyl)pyridin-2(1H)-one